N(=[N+]=[N-])C(C)C1=NC=C(C=C1)Br (1-azidoethyl)-5-bromopyridine